C(C1=CC=CC=C1)OC=1C=C2C(=CNC2=CC1)CCC1N(CCC2=CC(=C(C=C12)OC)OC)CC1CCOCC1 1-(2-(5-(benzyloxy)-1H-indol-3-yl)ethyl)-6,7-dimethoxy-2-((tetrahydro-2H-pyran-4-yl)methyl)-1,2,3,4-tetrahydroisoquinoline